CC(=C)C(=C)C 2,3-dimethyl-1,3-butadi-ene